C1(=CC=CC=C1)S(=O)(=O)N1C=CC=2C1=NC=C1C2N(C(=N1)[C@@H](C)O)C1CN(CC1)S(=O)(=O)C1=CC=C(C)C=C1 (1R)-1-(6-(benzenesulfonyl)-1-(1-tosylpyrrolidin-3-yl)-1,6-Dihydroimidazo[4,5-d]pyrrolo[2,3-b]pyridin-2-yl)ethanol